C1(CC1)C1=NN(C=N1)C1CC2(CN(C2)C(=O)N2CC3(CN(C3)S(=O)(=O)C(F)(F)F)C2)C1 [6-(3-cyclopropyl-1,2,4-triazol-1-yl)-2-azaspiro[3.3]heptan-2-yl]-[2-(trifluoromethylsulfonyl)-2,6-diazaspiro[3.3]heptan-6-yl]methanone